C(C1=CC=CC=C1)N1N=C(C=2C1=NC(=CC2C=2C(=NN(C2)C)C2=NC=C(C=C2)F)C)C 1-Benzyl-4-(3-(5-fluoropyridin-2-yl)-1-methyl-1H-pyrazol-4-yl)-3,6-dimethyl-1H-pyrazolo[3,4-b]pyridine